FC1=C(C=CC(=C1)[N+](=O)[O-])CCC(=O)N(C)C 3-(2-fluoro-4-nitrophenyl)-N,N-dimethylpropionamide